di[4-(glycidyl)phenyl]methane C(C1CO1)C1=CC=C(C=C1)CC1=CC=C(C=C1)CC1CO1